ClC=1C=CC(=C(C1)C1=CC(=C(N=N1)S(=NC(OC(C)(C)C)=O)(=O)C)NCC1=C(C=C(C=C1)OC)OC)F tert-butyl N-{[6-(5-chloro-2-fluorophenyl)-4-{[(2,4-dimethoxyphenyl)methyl]amino}pyridazin-3-yl](methyl)oxo-λ6-sulfanylidene}carbamate